C1(CC1)C1=C(C(=NO1)C1=C(C=CC=C1Cl)Cl)CO[C@H]1[C@@H]2CN([C@H](C1)C2)C2=CC(=C(C=C2)CC(C(=O)O)(C)C)F 3-{4-[(1S,4S,5R)-5-{[5-cyclopropyl-3-(2,6-dichlorophenyl)-1,2-oxazol-4-yl]methoxy}-2-azabicyclo[2.2.1]heptan-2-yl]-2-fluorophenyl}-2,2-dimethylpropionic acid